4-cyclopropyl-N-[(2S)-3,3-dimethyl-1-(methylamino)-1-oxobutan-2-yl]-3-[(propan-2-yl)oxy]benzamide ethyl-6-(thiazol-4-yl)pyrazolo[1,5-a]pyridine-3-carboxylate C(C)OC(=O)C=1C=NN2C1C=CC(=C2)C=2N=CSC2.C2(CC2)C2=C(C=C(C(=O)N[C@H](C(=O)NC)C(C)(C)C)C=C2)OC(C)C